CN([C@H]1C[C@H](C1)NC(OC(C)(C)C)=O)C1=NC=C(N=C1)C(F)(F)F tert-butyl (cis-3-(methyl(5-(trifluoromethyl)pyrazin-2-yl)amino)cyclobutyl)carbamate